NC=1N=C(C2=C(N1)N(C(C(=C2)C=2C=NC(=CC2)OC)=O)[C@@H]2CC[C@H](CC2)OCCO)C 2-Amino-8-[trans-4-(2-hydroxyethoxy)cyclohexyl]-6-(6-methoxy-3-pyridinyl)-4-methyl-pyrido[2,3-d]pyrimidin-7(8H)-one